FC(OC1CCC(CC1)C1=C(C=CC=C1C)CC(=O)[O-])F (2-((1r,4R)-4-(difluoromethoxy)cyclohexyl)-3-methylphenyl)acetate